BrCC=1C(=NC=NC1Cl)C(=O)OCC ethyl 5-(bromomethyl)-6-chloro-pyrimidine-4-carboxylate